(3-((2R,3S,5R)-3-(3,4-difluoro-2-methoxyphenyl)-5-methyl-5-(trifluoromethyl)tetrahydrothiophene-2-carboxamido)phenyl)boronic acid FC=1C(=C(C=CC1F)[C@H]1[C@@H](S[C@](C1)(C(F)(F)F)C)C(=O)NC=1C=C(C=CC1)B(O)O)OC